5-(DIMETHYLCARBAMOYL)-3-FLUOROPHENYLBORONIC ACID CN(C(=O)C=1C=C(C=C(C1)B(O)O)F)C